phenylbutylamine hydrochloride Cl.C1(=CC=CC=C1)CCCCN